(n-propyl-cyclopentadienyl)(n-butyl-cyclopentadienyl)hafnium C(CC)C1(C=CC=C1)[Hf]C1(C=CC=C1)CCCC